[C@@H]12N(CCN([C@H]2CC1)C(=O)OC(C)(C)C)C(=O)OC(C)(C)C Di-tert-butyl (1R,6S)-2,5-diazabicyclo[4.2.0]octane-2,5-dicarboxylate